(2,4-di-tertiary butyl-4-hydroxyphenyl)pentaerythritol diphosphite OP(O)OP(O)O.C(C)(C)(C)C1=C(C=CC(C1)(O)C(C)(C)C)C(O)C(CO)(CO)CO